4-hydroxy-N-(2-(indolin-1-yl)ethyl)benzamide OC1=CC=C(C(=O)NCCN2CCC3=CC=CC=C23)C=C1